3-(trifluoromethyl)phenyl-zinc(II) bromide [Br-].FC(C=1C=C(C=CC1)[Zn+])(F)F